FC1=CN=C(C2=CC=CC=C12)C(C)(C)NC(=O)[C@@H]1CN[C@@H](CO1)CO (2S,5R)-N-(2-(4-fluoroisoquinolin-1-yl)propan-2-yl)-5-(hydroxymethyl)morpholine-2-carboxamide